C(C1=CC=CC=C1)OC=1C=C(C=C2OC=3C=C4C(=CC3C(C12)=O)OCO4)OC 9-(benzyloxy)-7-methoxy-10H-[1,3]dioxolo[4,5-b]xanthene-10-one